1-(4-(7-(2-Fluoro-6-methoxyphenyl)-6-methyl-2-(((S)-1-methylpyrrolidin-2-yl)methoxy)-5,6,7,8-tetrahydropyrido[4,3-d]pyrimidin-4-yl)piperazin-1-yl)prop-2-en-1-one FC1=C(C(=CC=C1)OC)C1CC=2N=C(N=C(C2CN1C)N1CCN(CC1)C(C=C)=O)OC[C@H]1N(CCC1)C